CC1=C(C2=C(N3C(COC2)=NN=C3C)S1)C1=CC=NC3=CC=CC=C13 2,9-dimethyl-3-(quinolin-4-yl)-4H,6H-thieno[2,3-e][1,2,4]triazolo[3,4-c][1,4]oxazepine